methyl (S)-2-((tert-butoxycarbonyl)amino)-3-(5-(prop-2-yn-1-yloxy)-1H-indol-3-yl)propanoate C(C)(C)(C)OC(=O)N[C@H](C(=O)OC)CC1=CNC2=CC=C(C=C12)OCC#C